icosa-11,14-dienoic acid C(CCCCCCCCCC=CCC=CCCCCC)(=O)O